5-(7-bromo-6-chloro-2,8-difluoroquinazolin-5-yl)-N,N-dimethyl-4,5,6,7,8,9-hexahydropyrazolo[1,5-a][1,4]diazocine-2-carboxamide BrC1=C(C(=C2C=NC(=NC2=C1F)F)N1CC=2N(CCCC1)N=C(C2)C(=O)N(C)C)Cl